BrC1=CC=C(C=C1)CO[Si](C)(C)C(C)(C)C (4-bromophenyl)methoxy-t-butyl-dimethyl-silane